P(=O)(O)(O)O.FC=1C=C(C=CC1C=1C=NC(=CC1)C=1N=NN(N1)CCC)N1C(O[C@H](C1)C(C1CC1)O)=O (R)-3-(3-fluoro-4-(6-(2-propyl-2H-tetrazol-5-yl)pyridin-3-yl)phenyl)-5-(1-hydroxy-1-cyclopropylmethyl)oxazolidin-2-one phosphate